Cl.FC1=C(C=C2CCC(N(C2=C1)C)=O)C=1C=NC=C(C1)O[C@H]1CNCC1 7-Fluoro-1-methyl-6-[5-((R)-pyrrolidin-3-yloxy)-pyridin-3-yl]-3,4-dihydro-1H-quinolin-2-one hydrochloride